4-(7-((2-(ethylsulfonyl)isoindolin-5-yl)methyl)-2,7-diazaspiro[3.5]nonan-2-yl)-6-(2,2,2-trifluoroethyl)quinazoline C(C)S(=O)(=O)N1CC2=CC=C(C=C2C1)CN1CCC2(CN(C2)C2=NC=NC3=CC=C(C=C23)CC(F)(F)F)CC1